ClC1=NC(=C2N(C=NC2=N1)C)Cl 2,6-dichloro-7-methyl-7H-purine